C=NC(=S)N carbene-thiourea